(R)-N-(2-(benzyloxy)-5-(2-bromo-1-hydroxyethyl)phenyl)formamide C(C1=CC=CC=C1)OC1=C(C=C(C=C1)[C@H](CBr)O)NC=O